8-(3,5-difluoro-4-formylphenyl)-5-(((5-fluoro-2,3-dihydrobenzofuran-4-yl)methyl)amino)imidazo[1,2-c]Pyrimidine FC=1C=C(C=C(C1C=O)F)C=1C=2N(C(=NC1)NCC1=C(C=CC3=C1CCO3)F)C=CN2